FC1=CC=C(C=C1)C/C=C/C=O (E)-4-(4-fluorophenyl)but-2-enal